N-(cyclopropylmethyl)-7-methyl-2-(5-(trifluoromethyl)-1,2,4-oxadiazol-3-yl)-4,7-dihydrothieno[2,3-c]pyridine-6(5H)-carboxamide C1(CC1)CNC(=O)N1C(C2=C(CC1)C=C(S2)C2=NOC(=N2)C(F)(F)F)C